[Cl-].[Cl-].CC=1C(=C(C(=C(C1C)C)O)N1NC(=C(C(=N1)C1=C(C(=C(C(=C1O)C)C)C)O)[Zr+2])C1=C(C(=C(C(=C1O)C)C)C)O)O 2,4,6-tris(3,4,5-trimethyl-2,6-dihydroxyphenyl)triazinyl-zirconium dichloride